[Mo].[Co].[Ti] titanium-cobalt-molybdenum